(R)-N-(4-bromophenyl)-2-hydroxypropionamide BrC1=CC=C(C=C1)NC([C@@H](C)O)=O